N-[methylhydroxyphosphino]glutamic acid CP(N[C@@H](CCC(=O)O)C(=O)O)O